COC1=CC=C(C=C1)P(C1=CC=C(C=C1)OC)Cl bis(4-methoxyphenyl)phosphorus chloride